tert-butyl (R,E)-2-(2-(N-(tert-butoxycarbonyl)-sulfamoyl)-vinyl)pyrrolidine-1-carboxylate C(C)(C)(C)OC(=O)NS(=O)(=O)/C=C/[C@@H]1N(CCC1)C(=O)OC(C)(C)C